3-(4-(dihexylamino)-3-fluorophenyl)-2,6-dimethyl-pyrimidin-4(3H)-one C(CCCCC)N(C1=C(C=C(C=C1)N1C(=NC(=CC1=O)C)C)F)CCCCCC